2-Hydroxy-3-ethylmercapto-1,4-naphthoquinone OC=1C(C2=CC=CC=C2C(C1SCC)=O)=O